methyl-4-[(1-methylcyclopropyl)amino]-N-[2-(prop-2-yloxy)ethyl]furo[2,3-d]pyrimidine-5-carboxamide CC=1N=C(C2=C(N1)OC=C2C(=O)NCCOC(C)C)NC2(CC2)C